O=C1N(C2=C(N1CC(=O)OC(C)(C)C)C=CC=C2)C2C(NCCCC2)=O tert-Butyl 2-[2-oxo-3-(2-oxoazepan-3-yl)benzimidazol-1-yl]acetate